[Fe].[Sb] stibium iron